4'-((2-butyl-4-oxo-1,3-diazaspiro[4.4]non-1-en-3-yl)methyl-d2)-N-(4-chloro-5-methylisoxazol-3-yl)-2'-(ethoxymethyl)-[1,1'-biphenyl]-2-sulfonamide sulfate salt S(=O)(=O)(O)O.C(CCC)C1=NC2(C(N1C(C1=CC(=C(C=C1)C=1C(=CC=CC1)S(=O)(=O)NC1=NOC(=C1Cl)C)COCC)([2H])[2H])=O)CCCC2